N-(9-(4-(bis(2-(acetoxymethoxy)-2-oxoethyl)amino)-3-methoxyphenyl)-6-(dimethylamino)-3H-xanthen-3-ylidene)-N-methyl-ammonium bromide [Br-].C(C)(=O)OCOC(CN(C1=C(C=C(C=C1)C=1C2=CC=C(C=C2OC2=CC(C=CC12)=[NH+]C)N(C)C)OC)CC(OCOC(C)=O)=O)=O